CC1=C(C=C(C=C1)O)C=C 4-Methyl-3-vinylphenol